Cl.ClC1=C(C=CC=C1[C@]1(NC(N(C(C1)=O)[C@H]1C[C@H](OCC1)C)=N)C)NC(=O)C=1C=NC=CC1F |o1:15,17| N-(2-Chloro-3-{(4S)-2-imino-4-methyl-1-[(2R*,4R*)-2-methyl-tetrahydropyran-4-yl]-6-oxo-hexahydropyrimidin-4-yl}phenyl)-4-fluoropyridine-3-carboxamide hydrochloride